m-(trimethoxysilyl)phenyl-succinic anhydride CO[Si](C=1C=C(C=CC1)C1C(=O)OC(C1)=O)(OC)OC